4-[5-[(1S)-2-amino-1-hydroxyethyl]pyrimidin-2-yl]-3-[6-[(2S,6R)-2,6-dimethylmorpholin-4-yl]-2-methylpyrimidin-4-yl]oxybenzonitrile NC[C@@H](O)C=1C=NC(=NC1)C1=C(C=C(C#N)C=C1)OC1=NC(=NC(=C1)N1C[C@@H](O[C@@H](C1)C)C)C